C(=O)OCC1C(CC[C@H]2C(CCC[C@]12C)(C)C)=C ((4aS,8aS)-5,5,8a-trimethyl-2-methylenedecahydronaphthalen-1-yl)methyl formate